CC1=C(C=CC=C1)NC(=O)N1CCOCC1 N-(2-methylphenyl)morpholine-4-carboxamide